thieno[3,2-b]pyridin-6-yl trifluoromethanesulfonate FC(S(=O)(=O)OC=1C=C2C(=NC1)C=CS2)(F)F